3-(4-(Cyclobutylsulfonyl)phenyl)-5-(7-methyl-7-((R)-2-methylpyrrolidin-1-yl)-6,7,8,9-tetrahydro-5H-benzo[7]annulen-2-yl)-1H-pyrazolo[3,4-b]pyridine C1(CCC1)S(=O)(=O)C1=CC=C(C=C1)C1=NNC2=NC=C(C=C21)C=2C=CC1=C(CCC(CC1)(N1[C@@H](CCC1)C)C)C2